(p-dodecylphenyl)diphenyl-phosphine C(CCCCCCCCCCC)C1=CC=C(C=C1)P(C1=CC=CC=C1)C1=CC=CC=C1